C(C1=CC=CC=C1)OC=1C(=C(C(=O)NN)C=CC1)OC 3-(benzyloxy)-2-methoxybenzoyl-hydrazine